Acetic acid (+/-)-1,5-dimethyl-1-vinyl-4-hexenyl ester C[C@@](CCC=C(C)C)(C=C)OC(C)=O |r|